4-(2-fluoro-5-{6-[3-(1-hydroxy-cyclopropyl)-propoxy]-2-methyl-pyridin-3-yl}-benzyloxy)-1,1a,6,6a-tetrahydro-cyclopropa[a]indene-1-carboxylic acid, ethyl ester FC1=C(COC2=CC=3CC4C(C3C=C2)C4C(=O)OCC)C=C(C=C1)C=1C(=NC(=CC1)OCCCC1(CC1)O)C